2-methyl-5-(4-(5-methyl-7H-pyrrolo[2,3-d]pyrimidin-4-yl)-3,4-dihydro-2H-1,4-thiazin-6-yl)oxazole CC=1OC(=CN1)C1=CN(CCS1)C=1C2=C(N=CN1)NC=C2C